phenyl monochlorophosphite P(OC1=CC=CC=C1)([O-])Cl